ClC1=NC(=NC(=C1)N1CC(CCC1)(F)F)SC 4-chloro-6-(3,3-difluoropiperidin-1-yl)-2-(methylsulfanyl)pyrimidine